ClC1=NC=C(C(=C1)C1=C(C=NC(=C1)C)C(=O)NC=1SC2=C(N1)CN(C2)C(C2=NC(=C(C=C2)OC(F)(F)F)C)=O)OC 2'-chloro-5'-methoxy-6-methyl-N-(5-(6-methyl-5-(trifluoromethoxy)picolinoyl)-5,6-dihydro-4H-pyrrolo[3,4-d]thiazol-2-yl)-[4,4'-bipyridine]-3-carboxamide